1,3,5-tris(4-t-butyl-5-ethyl-3-hydroxy-2-methylbenzyl)-1,3,5-triazine-2,4,6(1H,3H,5H)-trione C(C)(C)(C)C1=C(C(=C(CN2C(N(C(N(C2=O)CC2=C(C(=C(C(=C2)CC)C(C)(C)C)O)C)=O)CC2=C(C(=C(C(=C2)CC)C(C)(C)C)O)C)=O)C=C1CC)C)O